The molecule is a vinca alkaloid, an organic heteropentacyclic compound, a methyl ester and a tertiary alcohol. It derives from a vindoline. It is a conjugate base of a deacetoxyvindolinium(1+). CC[C@]12C[C@@]([C@H]3[C@@]4([C@H]1N(CC4)CC=C2)C5=C(N3C)C=C(C=C5)OC)(C(=O)OC)O